9H-Fluoren-9-ylmethyl (2R,4R)-2-{[2-({[(benzyloxy)carbonyl](methyl)amino}methyl)-1H-pyrrolo[3,2-b]pyridin-5-yl]carbamoyl}-4-fluoropyrrolidine-1-carboxylate C(C1=CC=CC=C1)OC(=O)N(C)CC1=CC2=NC(=CC=C2N1)NC(=O)[C@@H]1N(C[C@@H](C1)F)C(=O)OCC1C2=CC=CC=C2C=2C=CC=CC12